2-(1-(thietan-3-ylmethyl)-1H-pyrazol-4-yl)quinoxaline (rac)-tert-butyl-2-[(trifluoromethanesulfonyl)oxy]-6,7-dihydro-5H-spiro[pyrazolo[1,5-a]pyridine-4,3'-pyrrolidine]-1'-carboxylate C(C)(C)(C)OC(=O)N1C[C@@]2(CC1)C=1N(CCC2)N=C(C1)OS(=O)(=O)C(F)(F)F.S1CC(C1)CN1N=CC(=C1)C1=NC2=CC=CC=C2N=C1 |r|